Cl.FC(C[C@H]1CNCC1)(F)F (3S)-3-(2,2,2-trifluoroethyl)pyrrolidine hydrochloride